FC(C(=O)O)(F)F.N1=CC=CC=2C=CCC(C12)=O quinolin-8-one trifluoroacetate salt